BrC1=C(C=C(C=2N=CN(C21)C)C2=CC=C(C=C2)OC(F)(F)F)CN(C(OC(C)(C)C)=O)C(=O)OC(C)(C)C tert-Butyl N-[[4-bromo-3-methyl-7-[4-(trifluoromethoxy)phenyl]benzimidazol-5-yl]methyl]-N-tert-butoxycarbonyl-carbamate